1-chloro-7-neopentyl-4-nitrobenzo[4,5]thieno[2,3-c]pyridine ClC1=NC=C(C2=C1SC1=C2C=CC(=C1)CC(C)(C)C)[N+](=O)[O-]